(3R,4S)-1-(1-benzylpiperidin-4-yl)-4-methyl-3-((2,2,6,6-tetramethylpiperidin-1-yl)oxy)pyrrolidin-2-one C(C1=CC=CC=C1)N1CCC(CC1)N1C([C@@H]([C@H](C1)C)ON1C(CCCC1(C)C)(C)C)=O